(S)-N-(6-ethoxy-2-methylpyrazolo[1,5-a]pyridin-5-yl)-4-(3-methylpiperazin-1-yl)-2,3-dihydro-1H-pyrrolo[2,3-b]pyridine-1-carboxamide formate C(=O)O.C(C)OC=1C(=CC=2N(C1)N=C(C2)C)NC(=O)N2CCC=1C2=NC=CC1N1C[C@@H](NCC1)C